C(C#CCCCCCCC)OC(CCSCCC(C(=O)NCC1CCN(CC1)C)NC(C(CCCCCCCC)CCCCCC)=O)=O.CC1(CC=2C(CCCC2CC1C)(C)C)C(C)=O 1-(1,2,3,4,5,6,7,8-Octahydro-2,3,8,8-Tetramethyl-2-Naphthyl)Ethan-1-one dec-2-yn-1-yl-3-((3-(2-hexyldecanamido)-4-(((1-methylpiperidin-4-yl)methyl)amino)-4-oxobutyl)thio)propanoate